(9aR,10S)-10-((R)-(2,3-difluorophenyl)(3-fluorophenyl)methyl)-3,5-dioxo-3,5,8,9,9a,10-hexahydro-7H-pyrrolo[1',2':4,5]pyrazino[1,2-b]pyridazin-4-yl 3-methylbutanoate CC(CC(=O)OC1=C2N(N=CC1=O)[C@H]([C@@H]1N(C2=O)CCC1)[C@H](C1=CC(=CC=C1)F)C1=C(C(=CC=C1)F)F)C